C1(=CC=CC=C1)P(=O)(CCN)C1=CC=CC=C1 2-(diphenylphosphinoyl)ethylamine